3-(1'-(chroman-5-ylmethyl)-6-oxo-6,8-dihydro-2H,7H-spiro[furo[2,3-e]isoindole-3,4'-piperidin]-7-yl)piperidine-2,6-dione O1CCCC2=C(C=CC=C12)CN1CCC2(CC1)COC1=C3CN(C(C3=CC=C12)=O)C1C(NC(CC1)=O)=O